8-((2S,5R)-4-(3-hydroxy-6-(trifluoromethoxy)quinolin-8-yl)-2,5-dimethylpiperazin-1-yl)-5-methyl-6-oxo-5,6-dihydro-1,5-naphthyridine-2-carbonitrile OC=1C=NC2=C(C=C(C=C2C1)OC(F)(F)F)N1C[C@@H](N(C[C@H]1C)C1=CC(N(C=2C=CC(=NC12)C#N)C)=O)C